dicyclohexyl-(2,2-diphenyl-1-methylethenyl)phosphine C1(CCCCC1)P(C(=C(C1=CC=CC=C1)C1=CC=CC=C1)C)C1CCCCC1